[(2R,3S,4R,5R)-5-[2-cyano-4-[[(1S)-1-(2-fluorophenyl)ethyl]-amino]pyrrolo[2,3-d]-pyrimidin-7-yl]-3,4-dihydroxy-tetrahydro-furan-2-yl]methoxy-methylphosphonic acid C(#N)C=1N=C(C2=C(N1)N(C=C2)[C@H]2[C@@H]([C@@H]([C@H](O2)COCP(O)(O)=O)O)O)N[C@@H](C)C2=C(C=CC=C2)F